[N+](=O)([O-])C1=CC(=C(C=C1)C(C#N)C(C)C)C(F)(F)F (4-nitro-2-trifluoromethylphenyl)-3-methylbutanenitrile